racemic-N-[2-amino-5-(4-fluorophenyl)phenyl]-4-(pyrimidin-5-ylsulfonimidoyl)benzamide NC1=C(C=C(C=C1)C1=CC=C(C=C1)F)NC(C1=CC=C(C=C1)[S@](=O)(=N)C=1C=NC=NC1)=O |r|